C1NCCC2=CC(=CC=C12)C1=CNC2=NC=C(C=C21)C2=CC=C(CN1CC(CCC1)O)C=C2 1-(4-(3-(1,2,3,4-tetrahydroisoquinolin-6-yl)-1H-pyrrolo[2,3-b]pyridin-5-yl)benzyl)piperidin-3-ol